NC1=C(C=C(C=C1)C1=CC=C(C=C1)F)NC(=O)C1=CC2=NC=C(C=C2S1)S(=O)(=N)C N-[2-amino-5-(4-fluorophenyl)phenyl]-6-(methylsulfonimidoyl)thieno[3,2-b]pyridine-2-carboxamide